NC1=C2C(=C3C(=N1)C=C(N3COCC[Si](C)(C)C)C(=O)N(C)C3COC(C1=CC(=CC=C31)Br)C)COC2 5-amino-N-(7-bromo-1-methylisochroman-4-yl)-N-methyl-1-((2-(trimethylsilyl)ethoxy)methyl)-6,8-dihydro-1H-furo[3,4-d]pyrrolo[3,2-b]pyridine-2-carboxamide